N-((2-(4-(3-chloro-2-hydroxypropoxy)phenyl)thiazol-5-yl)methyl)-11-oxo-10,11-dihydrodibenzo[b,f][1,4]thiazepine-8-carboxamide 5,5-dioxide ClCC(COC1=CC=C(C=C1)C=1SC(=CN1)CNC(=O)C1=CC2=C(S(C3=C(C(N2)=O)C=CC=C3)(=O)=O)C=C1)O